C1(=O)N(C(=O)N(C(=O)N1Cl)Cl)Cl 1,3,5-trichloro-2,4,6-triazinetrione